NC[C@H](C)NC(C1=C(C=C(C=C1)NC=1C=2N(C=CN1)C(=CN2)C=2C(=NN(C2)CCF)C(F)(F)F)CC)=O N-[(2S)-1-aminopropan-2-yl]-2-ethyl-4-[[3-[1-(2-fluoroethyl)-3-(trifluoromethyl)pyrazol-4-yl]imidazo[1,2-a]pyrazin-8-yl]amino]benzamide